C1CCC2=CC(=CC=C12)CN (2,3-dihydro-1H-inden-5-yl)methylamine